1-isopropanol C(C)(C)O